7-(5-chloro-2-(4-chloro-1H-1,2,3-triazol-1-yl)phenyl)-2,3-dihydrofuro[3,2-b]pyridin ClC=1C=CC(=C(C1)C1=C2C(=NC=C1)CCO2)N2N=NC(=C2)Cl